CN(C1(CCC2(CN(C(N2CC(N(C)C)=O)=O)CC(=O)O)CC1)C1=CC=CC=C1)C CIS-2-[8-Dimethylamino-1-[(dimethyl-carbamoyl)-methyl]-2-oxo-8-phenyl-1,3-diazaspiro[4.5]decan-3-yl]-acetic acid